1-(4-pivalamidophenyl)pyrrolidin C(C(C)(C)C)(=O)NC1=CC=C(C=C1)N1CCCC1